(3R,4S)-3-chloro-N-[2-[3-(4-dimethylphosphoryl-2-methoxy-anilino)prop-1-ynyl]-3-(2,2,2-trifluoroethyl)benzothiophen-7-yl]-1-methyl-piperidin-4-amine Cl[C@@H]1CN(CC[C@@H]1NC1=CC=CC=2C(=C(SC21)C#CCNC2=C(C=C(C=C2)P(=O)(C)C)OC)CC(F)(F)F)C